C(C)(C)(C)[C@@H]1CC=2C=C(C(=NC2C=2N1C=C(C(C2)=O)C(=O)O)C(C)C)OCCCOC (S)-6-(tert-butyl)-2-isopropyl-3-(3-methoxypropoxy)-10-oxo-6,10-dihydro-5H-pyrido[1,2-h][1,7]naphthyridine-9-carboxylic acid